[Si](C)(C)(C(C)(C)C)OCC(C)(N)C 1-((tert-butyldimethylsilyl)oxy)-2-methylpropan-2-amine